isopropyl L-2-amino-4-chlorobutyrate-L-tartrate salt C(=O)(O)[C@H](O)[C@@H](O)C(=O)O.N[C@H](C(=O)OC(C)C)CCCl